C1=C(C=CC=2OC3=C(C21)C=CC=C3)C(C)NC3=CN=C(N(C3=O)CC(=O)O)COC 2-(5-((1-(dibenzo[b,d]furan-2-yl)ethyl)amino)-2-(methoxymethyl)-6-oxopyrimidin-1(6H)-yl)acetic acid